(1-(2-(benzyloxy)ethyl)cyclopentyl)methanol C(C1=CC=CC=C1)OCCC1(CCCC1)CO